tert-butyl ((2-(4-methyl-3,4-dihydro-2H-benzo[b][1,4]oxazin-8-yl)-1,6-naphthyridin-7-yl)methyl)carbamate CN1C2=C(OCC1)C(=CC=C2)C2=NC1=CC(=NC=C1C=C2)CNC(OC(C)(C)C)=O